7-(4,5-dihydro-1H-imidazol-2-ylmethoxy)-10,11-dimethyl-pyrido[3,4-b]carbazole N1C(=NCC1)COC=1C=C2C=3C=C4C(=C(C3N(C2=CC1)C)C)C=NC=C4